tert-butyl ((3R,4R)-1-(5,6-difluoro-1H-benzo[d]imidazol-2-yl)-4-fluoropiperidin-3-yl)carbamate FC1=CC2=C(NC(=N2)N2C[C@H]([C@@H](CC2)F)NC(OC(C)(C)C)=O)C=C1F